3-(2-fluoro-4-isopropyl-3,5-dimethoxyphenyl)-5,6,7,8-tetrahydroisoquinoline FC1=C(C=C(C(=C1OC)C(C)C)OC)C=1N=CC=2CCCCC2C1